methyl-3-ethoxybenzoate COC(C1=CC(=CC=C1)OCC)=O